FC=1C=CC=C2C(=NC=NC12)NC 8-fluoro-N-methylquinazoline-4-amine